(2R,3R,4R,5S)-2-(hydroxymethyl)-5-((3-(trifluoromethyl)phenyl)amino)tetrahydro-2H-pyran-3,4-diol OC[C@H]1OC[C@@H]([C@H]([C@H]1O)O)NC1=CC(=CC=C1)C(F)(F)F